ClC=1C=CC=C(C1Cl)O 5,6-dichlorophenol